benzyl N-[1-(3-bromobenzenesulfonyl)piperidin-4-yl]carbamate BrC=1C=C(C=CC1)S(=O)(=O)N1CCC(CC1)NC(OCC1=CC=CC=C1)=O